FC(C1=NN=C(S1)C1=CN=C2N1C=C(C=C2N2C[C@@H](N[C@H](C2)C)C)S(=O)(=O)N[C@@]2([C@@H](C2)C)C)F 3-(5-(difluoromethyl)-1,3,4-thiadiazol-2-yl)-N-(1S,2R)-(1,2-dimethylcyclopropyl)-8-((3S,5S)-3,5-dimethylpiperazin-1-yl)imidazo[1,2-a]pyridine-6-sulfonamide